CN(CC(COCCCCCCCC\C=C/CCCCCCCC)OCCCCCCCC\C=C/CCCCCCCC)C N,N-dimethyl-2,3-bis[(Z)-octadec-9-enoxy]propan-1-amine